(phenylsulfanyl)phenyl-sulfonium tetrakis(pentafluorophenyl)borate FC1=C(C(=C(C(=C1[B-](C1=C(C(=C(C(=C1F)F)F)F)F)(C1=C(C(=C(C(=C1F)F)F)F)F)C1=C(C(=C(C(=C1F)F)F)F)F)F)F)F)F.C1(=CC=CC=C1)S[SH+]C1=CC=CC=C1